2-((2-chloro-5-(morpholinomethyl)pyrimidin-4-yl)amino)-1-fluoro-5,6,8,9,10,11-hexahydro-7H-pyrido[3',4':4,5]pyrrolo[2,3-f]isoquinolin-7-one ClC1=NC=C(C(=N1)NC=1N=CC=2CCC3=C(C2C1F)NC1=C3C(NCC1)=O)CN1CCOCC1